6-fluoro-2-(hydroxymethyl)-1-methylquinolin-4(1H)-one FC=1C=C2C(C=C(N(C2=CC1)C)CO)=O